2-((1-(6-Methyl-2-(4-(1-methyl-1H-imidazol-4-yl)phenyl)-4-oxo-4H-chromen-8-yl)ethyl)amino)benzoic acid CC=1C=C2C(C=C(OC2=C(C1)C(C)NC1=C(C(=O)O)C=CC=C1)C1=CC=C(C=C1)C=1N=CN(C1)C)=O